9-benzyl-6-methoxy-1-methyl-2-(prop-2-yn-1-yl)-2,3,4,9-tetrahydro-1H-pyrido[3,4-b]Indole C(C1=CC=CC=C1)N1C2=C(C3=CC(=CC=C13)OC)CCN(C2C)CC#C